S1C(=NC2=C1C=CC=C2)C=2C=C(OCCOC1=CC3=C(C=CC(O3)=O)C=C1)C=CC2 7-(2-(3-(benzo[d]thiazol-2-yl)phenoxy)ethoxy)-2H-benzopyran-2-one